N-(3-methoxy-4-(1H-pyrrolo[2,3-b]pyridin-5-yl)phenyl)-4-(pyridin-2-yl)benzamide COC=1C=C(C=CC1C=1C=C2C(=NC1)NC=C2)NC(C2=CC=C(C=C2)C2=NC=CC=C2)=O